(3-methacrylamidopropyl)trimethyl-ammonium chloride [Cl-].C(C(=C)C)(=O)NCCC[N+](C)(C)C